O1C(C=CC2=CC=CC=C12)=O chromen-2-on